decamethyl-Cyclopentasilane C[Si]1([Si]([Si]([Si]([Si]1(C)C)(C)C)(C)C)(C)C)C